[Si](C1=CC=CC=C1)(C1=CC=CC=C1)(C(C)(C)C)OCC[C@H](CCC=O)C (S)-6-((tert-Butyldiphenylsilyl)oxy)-4-methylhexanal